C1=CC=CC=2C3=CC=CC=C3C(C12)N([C@@H](CC(=O)O)CC=C)C(=O)OC (3R)-3-(9H-fluoren-9-yl-methoxycarbonylamino)-hex-5-enoic acid